tert-butyl N-[2-(1-benzyl-3-bromo-pyrazol-4-yl)oxyethyl]carbamate C(C1=CC=CC=C1)N1N=C(C(=C1)OCCNC(OC(C)(C)C)=O)Br